[3-(1H-benzimidazol-2-yl)-4-chlorophenyl]-4-(4-methoxyanilino)sulfonyl-2-chlorobenzamide N1C(=NC2=C1C=CC=C2)C=2C=C(C=CC2Cl)C=2C(=C(C(=O)N)C=CC2S(=O)(=O)NC2=CC=C(C=C2)OC)Cl